C1(CC1)NC1=NC(=CC2=C1N(C=N2)C(C)C)C2=CC=C1C(=C2)N(C(C12CCN(CC2)CC(=O)O)=O)C2CC(C2)N2CCCCC2 2-{6-[4-(cyclopropylamino)-3-(propan-2-yl)-3H-imidazo[4,5-c]pyridin-6-yl]-2-oxo-1-[3-(piperidin-1-yl)cyclobutyl]-1,2-dihydrospiro[indole-3,4'-piperidine]-1'-yl}acetic acid